The molecule is a conduritol epoxide resulting from the formal epoxidation of the double bond of (+)-conduritol B. It has a role as an EC 3.2.1.48 (sucrose alpha-glucosidase) inhibitor and an EC 3.2.1.10 (oligo-1,6-glucosidase) inhibitor. It derives from a (+)-conduritol B. It is an enantiomer of a 1-L-1,2-anhydro-myo-inositol. [C@@H]1([C@@H]([C@H]([C@H]2[C@@H]([C@@H]1O)O2)O)O)O